(R)-5-(3-(but-2-ynamido)pyrrolidin-1-yl)-2,3-dioxo-1,2,3,4-tetrahydropyrido[3,4-b]pyrazine C(C#CC)(=O)N[C@H]1CN(CC1)C1=NC=CC2=C1NC(C(N2)=O)=O